C(#N)C=1C=C(C=NC1C1=NN(N=C1)C)NC(=O)C=1C=NN(C1C(F)(F)F)C1=C2C=CC=NC2=CC=C1 N-(5-Cyano-6-(2-methyl-2H-1,2,3-triazol-4-yl)pyridin-3-yl)-1-(chinolin-5-yl)-5-(trifluoromethyl)-1H-pyrazol-4-carboxamid